BrC=1C(=NC(=CC1)Cl)N1C[C@@H]([C@H](C1)O[Si](C)(C)C(C)(C)C)O[Si](C)(C)C(C)(C)C [(3S,4S)-1-(3-Bromo-6-chloro-2-pyridyl)-4-[tert-butyl(dimethyl)silyl]oxy-pyrrolidin-3-yl]oxy-tert-butyl-dimethyl-silane